(1R,3S)-3-[3-({[5-(trifluoromethyl)pyridin-2-yl]acetyl}amino)-1H-pyrazol-5-yl]cyclopentyl (2S)-butan-2-ylcarbamate C[C@@H](CC)NC(O[C@H]1C[C@H](CC1)C1=CC(=NN1)NC(CC1=NC=C(C=C1)C(F)(F)F)=O)=O